C([C@@H]1[C@H]([C@@H]([C@H]([C@@H](O1)O)[NH3+])O)O)O The molecule is polycationic form of chitosan arising from global protonation of the 2-amino groups; major species at pH 7.3. It is a conjugate acid of a chitosan.